methyl 3-((4-fluorophenyl)ethynyl)-4-(((1-tosyl-1H-pyrazol-3-yl)methyl)sulfonyl)benzoate Methyl-3-iodo-4-(((1-tosyl-1H-pyrazol-3-yl)methyl)sulfonyl)benzoate COC(C1=CC(=C(C=C1)S(=O)(=O)CC1=NN(C=C1)S(=O)(=O)C1=CC=C(C)C=C1)I)=O.FC1=CC=C(C=C1)C#CC=1C=C(C(=O)OC)C=CC1S(=O)(=O)CC1=NN(C=C1)S(=O)(=O)C1=CC=C(C)C=C1